2-((2,5-dimethoxyphenyl)amino)ethane-1-ol COC1=C(C=C(C=C1)OC)NCCO